3-Bromo-5-(2H-tetrazol-5-yl)pyridine Methyl-2-((1r,4r)-4-(hydroxymethyl)cyclohexyl)-5-nitro-2H-indazole-6-carboxylate COC(=O)C=1C(=CC2=CN(N=C2C1)C1CCC(CC1)CO)[N+](=O)[O-].BrC=1C=NC=C(C1)C=1N=NNN1